C(C)(C)(C)OC(=O)N1C(C2(C1)CCC2)OS(=O)(=O)C2=CC=C(C)C=C2 (tosyloxy)-2-azaspiro[3.3]heptane-2-carboxylic acid tert-butyl ester